4,4,4-trifluoro-1-{4-[(4-methylbenzyl)oxy]phenyl}butane-1,3-dione FC(C(CC(=O)C1=CC=C(C=C1)OCC1=CC=C(C=C1)C)=O)(F)F